C(C)C=1N=C(OC1C(=O)O)C 4-ethyl-2-methyl-oxazole-5-carboxylic acid